4-({2-[3-(phenylamino)prop-1-yn-1-yl]-1-(2,2,2-trifluoroethyl)-1H-indol-4-yl}amino)-1λ6-thiane-1,1-dione C1(=CC=CC=C1)NCC#CC=1N(C2=CC=CC(=C2C1)NC1CCS(CC1)(=O)=O)CC(F)(F)F